3-[3-(difluoromethoxy)-4-fluorophenyl]-2-(3-{[(2S)-pyrrolidin-2-yl]methoxy}pyridin-4-yl)-1H-pyrrolo[3,2-b]pyridine FC(OC=1C=C(C=CC1F)C1=C(NC=2C1=NC=CC2)C2=C(C=NC=C2)OC[C@H]2NCCC2)F